CC1=C(CC(C(C1)C#N)C#N)C 1,2-dimethyl-4,5-dicyanocyclohexene